ketomethylcarbamate O=CNC([O-])=O